(E)-N'-(1-(naphthalen-2-yl)ethylidene)-3-phenylpropanehydrazide C1=C(C=CC2=CC=CC=C12)\C(\C)=N\NC(CCC1=CC=CC=C1)=O